FC1=C(C=C(C(=C1O)F)F)C1=NC(=NO1)C(=O)N1CC2=CC=C(C=C2CC1)C#N 2-(5-(2,4,5-trifluoro-3-hydroxyphenyl)-1,2,4-oxadiazole-3-carbonyl)-1,2,3,4-tetrahydroisoquinoline-6-carbonitrile